NC1=C(C=C(C=N1)C1=CC(N(C=C1)C)=O)C(=O)N[C@@H]1[C@H](CCC1)OCC1=CC=C(C=C1)Br 6-amino-N-{(1S,2S)-2-[(4-bromophenyl)methoxy]cyclopentyl}-1'-methyl-2'-oxo-1',2'-dihydro[3,4'-bipyridine]-5-carboxamide